[Na].C1(=CC=C(C=C1)/N=N/C=1C=C(C2=CC=CC=C2C1N)S(=O)(=O)O)C1=CC=C(C=C1)/N=N/C=1C=C(C2=CC=CC=C2C1N)S(=O)(=O)O 3,3'-((1E,1'E)-[1,1'-biphenyl]-4,4'-diyl-bis(diazene-2,1-diyl))bis(4-aminonaphthalene-1-sulfonic acid) sodium